C(CC)S(=S)(O)CCC.C(CC)S(OC(C)C)=S s-propyl propane-1-thiosulfinate (di-n-propyl thiosulfinate)